(R)-N-(cyclopropylmethyl)-1-(5-(3-(4-(6-(pyrrolidin-1-yl)pyrazin-2-yl)-1H-1,2,3-triazol-1-yl)oxetan-3-yl)pyridin-2-yl)piperidin-3-amine C1(CC1)CN[C@H]1CN(CCC1)C1=NC=C(C=C1)C1(COC1)N1N=NC(=C1)C1=NC(=CN=C1)N1CCCC1